N1=CC(=CC=C1)C1CC2=CC=CC=C2C=C1 2-(pyridin-3-yl)-1H-Naphthalene